N1=CC(=CC2=CC=CC=C12)S(=O)(=O)C1=CC=C(C=C1)CN1C=CC=2C=NC=CC21 N-{[4-(quinoline-3-sulfonyl)phenyl]methyl}-1H-pyrrolo[3,2-c]pyridine